(S)-N1-((S)-1-(((S)-1-Amino-6-diazo-1,5-dioxohexan-2-yl)amino)-6-diazo-1,5-dioxohexan-2-yl)-4-(2-(dimethylamino)acetamido)pentanediamide NC([C@H](CCC(C=[N+]=[N-])=O)NC([C@H](CCC(C=[N+]=[N-])=O)NC(CC[C@@H](C(=O)N)NC(CN(C)C)=O)=O)=O)=O